O=C1C2=C(C=NN1CC(=O)N[C@H]1CCCC3=CC=CC=C13)SC=C2 (S)-2-(4-oxothieno[2,3-d]pyridazin-5(4H)yl)-N-(1,2,3,4-tetrahydronaphthalen-1-yl)acetamide